C1(CCC1)NC(=O)OC(C(F)(F)F)C=1C=CC(=C(C1)C1=CC(=C(C=C1)OC)C(=O)O)F 5'-(1-((cyclobutylcarbamoyl)oxy)-2,2,2-trifluoroethyl)-2'-fluoro-4-methoxy-[1,1'-biphenyl]-3-carboxylic acid